cyano-β,β-diphenylacrylic acid ethyl ester C(C)OC(C(=C(C1=CC=CC=C1)C1=CC=CC=C1)C#N)=O